C1C2=CN=C3C=CC14C(=C23)C2=CC(=CC=C2C=C4)O 1,5a-methylenenaphtho[1,2-e]indol-10-ol